7-chloro-2,4-dimethyl-2-(4-(pyridin-2-yl)cyclohexyl)benzo[d][1,3]dioxine-5-carboxylic acid methyl ester COC(=O)C1=CC(=CC=2OC(OC(C21)C)(C2CCC(CC2)C2=NC=CC=C2)C)Cl